(S)-1-methyl-2-((3-(2-oxo-1,2-dihydro-3H-imidazo[4,5-b]pyridin-3-yl)pyrrolidin-1-yl)methyl)-1H-imidazole-5-carboxylic acid tert-butyl ester C(C)(C)(C)OC(=O)C1=CN=C(N1C)CN1C[C@H](CC1)N1C(NC=2C1=NC=CC2)=O